threonine undecyl ester hydrochloride Cl.C(CCCCCCCCCC)OC([C@@H](N)[C@H](O)C)=O